CN(C1=CC(=NC=2NCCCC12)CCCCCO[C@H]1CN(CC1)[C@H](C(=O)O)C1=C(C(=CC(=C1)C(C)C)F)OC)C (S)-2-((R)-3-((5-(4-(dimethylamino)-5,6,7,8-tetrahydro-1,8-naphthyridin-2-yl)pentyl)oxy)pyrrolidin-1-yl)-2-(3-fluoro-5-isopropyl-2-methoxyphenyl)acetic acid